C(CCCCC)C1=CC=C(C=C1)C1=CCOC2=C3C(=C4C(=C12)CC=1C=C(C=CC14)N)C=CC=C3 4-hexylphenyl-3,13-dihydrobenzo[h]indeno[2,1-f]chromen-11-amine